3-(3-methyl-1,3-diazinan-1-yl)propanamide CN1CN(CCC1)CCC(=O)N